CC1=CC(OCC1)C1=CC=CC=C1 (+)-5,6-dihydro-4-methyl-2-phenyl-2H-pyran